3-(tert-butyl)-8-chloro-6-(4-chlorobenzyl)-[1,2,4]triazolo[4',3':1,6]pyrimido[5,4-c]pyridazin-5(6H)-one C(C)(C)(C)C1=NN=C2N1C(N(C=1C2=NN=C(C1)Cl)CC1=CC=C(C=C1)Cl)=O